1-amino-1-deoxy-arabinitol NC[C@@H](O)[C@H](O)[C@H](O)CO